C1OCC12CN(C2)C=2C=1N(C=C(C2)C=2C(=CC(=C(C2)NC(=O)C=2C=NN(C2F)C(C)(C)C)F)C)C=CN1 N-(5-(8-(2-oxa-6-azaspiro[3.3]heptan-6-yl)imidazo[1,2-a]pyridin-6-yl)-2-fluoro-4-methylphenyl)-1-(tert-butyl)-5-fluoro-1H-pyrazole-4-carboxamide